(5-amino-8-bromoquinolin-6-yl)-[6,7-difluoro-1-(oxan-2-yl)indazol-4-yl]methanone NC1=C2C=CC=NC2=C(C=C1C(=O)C1=C2C=NN(C2=C(C(=C1)F)F)C1OCCCC1)Br